COC(=O)C=1N=COC1C1=CNC2=CC=CC=C12 5-(1H-indol-3-yl)-oxazole-4-carboxylic acid methyl ester